N-(2-(3''-chloro-4''-((2,4-difluorophenyl)methoxy-d2)-5',6''-dimethyl-2,2''-dicarbonyl-2H,2''H-[1,2':4',1''-terpyridine]-3-yl)propan-2-yl)acetamide ClC=1C(N(C(=CC1OC([2H])([2H])C1=C(C=C(C=C1)F)F)C)C1=CC(=NC=C1C)N1C(C(=CC=C1)C(C)(C)NC(C)=O)=C=O)=C=O